2-iodo-4,4'-dimethoxy-1,1'-biphenyl IC1=C(C=CC(=C1)OC)C1=CC=C(C=C1)OC